N=S(=O)(C1CCOCC1)C1=C(C=CC(=C1)C=1C2=C(N=C(N1)N1[C@H](CC1)C)CCC2)OC imino(2-methoxy-5-(2-((S)-2-methylazetidin-1-yl)-6,7-dihydro-5H-cyclopenta[d]pyrimidin-4-yl)phenyl)(tetrahydro-2H-pyran-4-yl)-λ6-sulfanone